Methyl 4-piperidinecarboxylate N1CCC(CC1)C(=O)OC